N-(2-((6,7-dimethoxyquinolin-4-yl)oxy)pyrimidin-5-yl)-5-(4-fluorophenyl)-1-isopropyl-4-oxo-1,4-dihydropyridazine-3-carboxamide COC=1C=C2C(=CC=NC2=CC1OC)OC1=NC=C(C=N1)NC(=O)C1=NN(C=C(C1=O)C1=CC=C(C=C1)F)C(C)C